[Si](C)(C)(C(C)(C)C)OCC1=NC(=CC(=C1)C=1C(=NN2C1N=C(C=C2)C(=O)N[C@H](C(C)(C)O)C)C2=CC(=CC=C2)C#N)C 3-[2-[[tert-Butyl(dimethyl)silyl]oxymethyl]-6-methyl-4-pyridyl]-2-(3-cyanophenyl)-N-[(1S)-2-hydroxy-1,2-dimethyl-propyl]pyrazolo[1,5-a]pyrimidine-5-carboxamide